CC1(C2CC[C@@]1(C(=O)C2)CS(=O)(=O)O)C (-)-camphor-10-sulfonic acid